ClC1=C2N(C(C(=C1)NC1=CC(=NC=N1)NC(=O)C1CC1)=O)C(NC2=O)C(F)(F)F N-[6-[[8-chloro-1,5-dioxo-3-(trifluoromethyl)-2,3-dihydroimidazo[1,5-a]pyridin-6-yl]amino]pyrimidin-4-yl]cyclopropanecarboxamide